O=S1(C2=C3C4=C1C=CC=1C=CC=C(C=5C=CC=C(C=C2)C53)C14)=O 1,1-Dioxidoperylo[1,12-BCD]thiophene